IC1=C(C(=O)NC2=CC(=NC=C2)OC)C=CC=C1 2-iodo-N-(2-methoxy-4-pyridyl)benzamide